O=C1CC2CCC1N2C(=O)[O-] 3-oxo-7-azabicyclo[2.2.1]heptane-7-carboxylate